5-benzyl-2-(piperidin-4-yl)pyrimidine C(C1=CC=CC=C1)C=1C=NC(=NC1)C1CCNCC1